6,7-dihydro-5H-pyrrolizine-3-yl-(phenyl)methanone C=1C=C(N2CCCC12)C(=O)C1=CC=CC=C1